C(CCC(=O)O)(=O)N[C@@H](CS)C(=O)O succinylCysteine